CC1=CC=C(C=N1)C=1N=NNC1 (6-methyl-3-pyridyl)triazol